lead-calcium-silver [Ag].[Ca].[Pb]